ClC1=C(C=C2C(C(=CN(C2=N1)C(C)C)C(=O)OCC)=O)F ethyl 7-chloro-6-fluoro-4-oxo-1-(propan-2-yl)-1,4-dihydro-1,8-naphthyridine-3-carboxylate